Ethyl 1-(2-(aminomethyl)-3-fluoro-4-methoxyphenyl)-1H-1,2,3-triazole-4-carboxylate Hydrochloride Cl.NCC1=C(C=CC(=C1F)OC)N1N=NC(=C1)C(=O)OCC